N1C(NC(C2=C1CNC2)=O)=O 1,5,6,7-tetrahydropyrrolo[3,4-d]pyrimidine-2,4-quinone